1H-pyrrolo[2,3-b]pyridine-5-carboxylic acid ethyl ester C(C)OC(=O)C=1C=C2C(=NC1)NC=C2